2-methylethyl-thiazolidine CCCC1SCCN1